ClC=1C(=CC(=C(C1)C1=NN(C=C1NC(=O)C=1C=NN2C1N=CC=C2)C2C(N(CC2)C)=O)OC(F)F)C#N N-[3-[5-chloro-4-cyano-2-(difluoromethoxy)phenyl]-1-(1-methyl-2-oxo-pyrrolidin-3-yl)pyrazol-4-yl]pyrazolo[1,5-a]pyrimidine-3-carboxamide